methyl-ammonium tri-bromide [Br-].[Br-].[Br-].C[NH3+].C[NH3+].C[NH3+]